BrC1=NN(C(=C1)C=1OC(C2=C(N1)C(=CC=1N2N=CC1)C)=O)C1=NC=CC=C1Cl 7-(3-bromo-1-(3-chloropyridin-2-yl)-1H-pyrazol-5-yl)-5-methyl-9H-pyrazolo[1',5':1,6]pyrido[3,2-d][1,3]oxazin-9-one